C1(CC1)C=1N=NN(C1CO[C@H]1[C@@H]2CN([C@H](C1)C2)C=2SC1=C(N2)C(=CC(=C1)C(=O)O)O[C@@H]1COCC1)C1=C(C=CC=C1Cl)Cl 2-[(1S,4S,5R)-5-1-[4-cyclopropyl-1-(2,6-dichlorophenyl)-1H-1,2,3-triazol-5-yl]methoxyl-2-azabicyclo[2.2.1]heptan-2-yl]-4-[(3S)-oxolan-3-yloxy]-1,3-benzothiazole-6-carboxylic acid